(2S,6R)-4-benzyl-11-methoxy-6-methyl-4,7,10-triazatricyclo[7.4.0.02,7]trideca-1(9),10,12-triene C(C1=CC=CC=C1)N1C[C@@H]2C=3C=CC(=NC3CN2[C@@H](C1)C)OC